1-(3,3-difluoroazetidin-1-yl)-2-(4-(3-isopropyl-2-(8-(methoxymethyl)-[1,2,4]triazolo[1,5-a]pyridin-6-yl)-1H-indol-5-yl)piperidin-1-yl)ethan-1-one FC1(CN(C1)C(CN1CCC(CC1)C=1C=C2C(=C(NC2=CC1)C=1C=C(C=2N(C1)N=CN2)COC)C(C)C)=O)F